2-(Cyclopropylamino)-N-{3-[(4-fluorophenyl)amino]pyridin-4-yl}pyrimidine-5-carboxamide C1(CC1)NC1=NC=C(C=N1)C(=O)NC1=C(C=NC=C1)NC1=CC=C(C=C1)F